4-(8-amino-3-((2S)-1-(2-(2-(2-((2-(2,6-dioxopiperidin-3-yl)-1-oxoisoIndoline-4-yl)thio)ethoxy)ethoxy)ethyl)pyrrolidin-2-yl)imidazo[1,5-a]pyrazin-1-yl)-N-(pyridine-2-yl)benzamide NC=1C=2N(C=CN1)C(=NC2C2=CC=C(C(=O)NC1=NC=CC=C1)C=C2)[C@H]2N(CCC2)CCOCCOCCSC2=C1CN(C(C1=CC=C2)=O)C2C(NC(CC2)=O)=O